BrC1=C(C=C(C=C1)[C@]1(C(C1)(F)F)[C@@H](N[S@](=O)C(C)(C)C)C#N)F (R)-N-((R)-((S)-1-(4-bromo-3-fluorophenyl)-2,2-difluorocyclopropyl)(cyano)-methyl)-2-methylpropane-2-sulfinamide